O=C1NC(CCC1N1C(C2=CC=CC(=C2C1=O)NCCC(=O)N1CCN(CC1)C=1OC2=C(C=C(C=C2C(C1)=O)C)[C@@H](C)NC1=C(C(=O)O)C=CC=C1)=O)=O 2-(((1R)-1-(2-(4-(3-((2-(2,6-dioxopiperidin-3-yl)-1,3-dioxoisoindolin-4-yl)amino)propanoyl)piperazin-1-yl)-6-methyl-4-oxo-4H-chromen-8-yl)ethyl)amino)benzoic acid